C[Si](O)C dimethylhydroxysilicon